FC=1C=C(OCC(=O)C2=CC=C(C=C2)C2=NOC(=N2)C(F)(F)F)C=CC1 2-(3-fluorophenoxy)-1-(4-(5-(trifluoromethyl)-1,2,4-oxadiazol-3-yl)phenyl)ethan-1-one